1-cyclopropyl-2,2,2-trifluoro-ethanol C1(CC1)C(C(F)(F)F)O